2-[1-(cyclopropanesulfonyl)pyrazol-4-yl]pyrimidin-4-yl-8-[(2R,3S)-3-(methylsulfonylmethyl)-2-methylazetidin-1-yl]-5-(morpholin-4-yl)isoquinolin-3-amine C1(CC1)S(=O)(=O)N1N=CC(=C1)C1=NC=CC(=N1)C1=NC(=CC2=C(C=CC(=C12)N1[C@@H]([C@H](C1)CS(=O)(=O)C)C)N1CCOCC1)N